C(/C1=CC=CC=C1)=N\N1C(N([C@H](C1)C)[C@@]1(CN2C([C@H]([C@H]2S1)NC(CC1=CC=CC=C1)=O)=O)C(=O)OC(C1=CC=CC=C1)C1=CC=CC=C1)=O benzhydryl (3R,5R,6R)-3-((S)-3-(((E)-benzylidene)amino)-5-methyl-2-oxoimidazolidin-1-yl)-7-oxo-6-(2-phenylacetamido)-4-thia-1-azabicyclo[3.2.0]heptane-3-carboxylate